N-(3-(N-((3-chloropyridin-2-yl)methyl)sulfamoyl)-4-methylphenyl)-2-(4,5-dichloro-6-oxopyridazin-1(6H)-yl)acetamide ClC=1C(=NC=CC1)CNS(=O)(=O)C=1C=C(C=CC1C)NC(CN1N=CC(=C(C1=O)Cl)Cl)=O